2-(morpholinoethyl)-7-(1H-pyrazol-5-yl)pyrrolo[1,2-a]quinoxaline-2-carboxamide O1CCN(CC1)CCC1(C=C2N(C3=CC=C(C=C3N=C2)C2=CC=NN2)C1)C(=O)N